C(C)(C)(C)C1=CC=C(C(=O)NC2=CC(=CC=C2)S(=O)(=O)N2CCN(CC2)C2=NC=CC=N2)C=C1 4-(tert-butyl)-N-(3-((4-(pyrimidin-2-yl)piperazin-1-yl)sulfonyl)phenyl)benzamide